FC(C1=CC=C(CC2=C3C(=NNC3=CC=C2)C(=O)NC2CC3(CC(C3)C(=O)OCC)C2)C=C1)(F)F ethyl 6-(4-(4-(trifluoromethyl)benzyl)-1H-indazole-3-carboxamido)spiro[3.3]heptane-2-carboxylate